menthanediamine hydrate O.C1(C(CC(CC1)C(C)C)N)(C)N